tert-butyl (1S,2R,3R,5R)-2-fluoro-3-((3-(6-methoxyisoquinolin-7-yl)-1,2,4-triazin-6-yl)(methyl)amino)-8-azabicyclo[3.2.1]octane-8-carboxylate F[C@H]1[C@@H]2CC[C@H](C[C@H]1N(C)C1=CN=C(N=N1)C1=C(C=C3C=CN=CC3=C1)OC)N2C(=O)OC(C)(C)C